bianthracenediol C1(=C(C(=CC2=CC3=CC=CC=C3C=C12)O)O)C1=CC=CC2=CC3=CC=CC=C3C=C12